Triisopropyl-tin chloride C(C)(C)[Sn](C(C)C)(C(C)C)Cl